N,N'-dimethylsilanediamine CN[SiH2]NC